2-(dimethylamino)acetohydrazide CN(CC(=O)NN)C